4-[(1,3-dimethyl-1H-pyrazol-5-yl)methyl]-N-{[4-(furan-2-yl)phenyl]methyl}-6-methyl-1-(2-methylpropanoyl)piperazine-2-carboxamide CN1N=C(C=C1CN1CC(N(C(C1)C)C(C(C)C)=O)C(=O)NCC1=CC=C(C=C1)C=1OC=CC1)C